1-(5-((4-(4-amino-3-(4-phenoxyphenyl)-1H-pyrazolo[3,4-d]pyrimidin-1-yl)piperidin-1-yl)methyl)pyridin-3-yl)dihydropyrimidine-2,4(1H,3H)-dione NC1=C2C(=NC=N1)N(N=C2C2=CC=C(C=C2)OC2=CC=CC=C2)C2CCN(CC2)CC=2C=C(C=NC2)N2C(NC(CC2)=O)=O